C(=C)C1=C(C=CC=C1)OB(O)O vinyl-phenyl-boric acid